2-[6-(piperazin-1-yl)[1,3]thiazolo[4,5-c]pyridazin-3-yl]-5-(1H-pyrazol-4-yl)phenol formate salt C(=O)O.N1(CCNCC1)C=1SC2=C(N=NC(=C2)C2=C(C=C(C=C2)C=2C=NNC2)O)N1